2-(diethylamino)ethylchloride HCl Cl.C(C)N(CCCl)CC